6-Chloro-8-(1H-indazol-5-yl)-1-methyl-9H-pyrido[3,4-b]indole ClC=1C=C2C3=C(NC2=C(C1)C=1C=C2C=NNC2=CC1)C(=NC=C3)C